OC1=CC=C(C=C1)CCC[C@@H](C(=O)NC)NC(OC(C)(C)C)=O tert-butyl (S)-(5-(4-hydroxyphenyl)-1-(methylamino)-1-oxopentan-2-yl)carbamate